(R)-2-(5-amino-2-(furan-2-yl)-7H-pyrazolo[4,3-e][1,2,4]triazolo[1,5-c]pyrimidin-7-yl)-N-((5-methoxypyridin-2-yl)methyl)-2-phenylpropanamide NC1=NC2=C(C=3N1N=C(N3)C=3OC=CC3)C=NN2[C@](C(=O)NCC2=NC=C(C=C2)OC)(C)C2=CC=CC=C2